4-(3-isopropyl-1,2,4-oxadiazol-5-yl)piperidine C(C)(C)C1=NOC(=N1)C1CCNCC1